C(C1=CC=CC=C1)OC=1C(=C(C(=O)O)C=C(C1)Br)NC 3-(benzyloxy)-5-bromo-2-(methylamino)benzoic acid